dimethyl-dodecylammonium alpha-ketoglutarate O=C(C(=O)[O-])CCC(=O)[O-].C[NH+](CCCCCCCCCCCC)C.C[NH+](C)CCCCCCCCCCCC